C(C=C)(=O)O.C(C=C)(=O)O.C(C=C)(=O)O.C(CC)N(CCC)C(CC(CO)(CO)CO)(N(CCC)CCC)N(CCC)CCC tris(dipropylamino)trimethylolpropane triacrylate